6-[(1-tert-Butyl-3-piperidyl)amino]-3-[2-hydroxy-4-(trifluoromethyl)-phenyl]-4-methyl-1,2,4-triazin-5-one C(C)(C)(C)N1CC(CCC1)NC=1C(N(C(=NN1)C1=C(C=C(C=C1)C(F)(F)F)O)C)=O